CN1N=C2[C@@H](N(CCC2=C1C1=CC(=C(C(=C1)F)F)F)C(=O)C1=CN(C2=NC=CC=C21)C)C (S)-(2,7-dimethyl-3-(3,4,5-trifluorophenyl)-2,4,5,7-tetrahydro-6H-pyrazolo[3,4-c]pyridin-6-yl)(1-methyl-1H-pyrrolo[2,3-b]pyridin-3-yl)methanone